methyl 2-(3,5-dichloro-4-((5-Isopropyl-6-oxo-1,6-dihydropyridazin-3-yl)oxy)phenyl)-3,5-dioxo-2,3,4,5-tetrahydro-1,2,4-Triazine-6-carboxylate ClC=1C=C(C=C(C1OC1=NNC(C(=C1)C(C)C)=O)Cl)N1N=C(C(NC1=O)=O)C(=O)OC